3-{5-methyl-2-[trans-4-(trifluoromethyl)cyclohexyl]pyrazolo[1,5-a]pyrimidin-7-yl}-1λ6-thiane-1,1-dione CC1=NC=2N(C(=C1)C1CS(CCC1)(=O)=O)N=C(C2)[C@@H]2CC[C@H](CC2)C(F)(F)F